COC([C@H](CC=1C=C(C=CC1)C(C(=O)O)(CCCC(C)([N+](=O)[O-])C)C)C)=O 2-(3-((S)-3-methoxy-2-methyl-3-oxopropyl)phenyl)-2,6-dimethyl-6-nitroheptanoic acid